ClC1=C(C(=C(C1(OC)OC)Cl)Cl)Cl 1,2,3,4-tetrachloro-5,5-dimethoxycyclopent-1,3-diene